C(=O)(O)C1=CC=C(C=C1)N1C=C(C(=C1)C)C(=O)OCC ethyl 1-(4-carboxyphenyl)-4-methyl-1H-pyrrole-3-carboxylate